ethyl-2-(2-hydroxycyclopentyl)acetate C(C)OC(CC1C(CCC1)O)=O